2-(4-(3-(6-(methylamino)pyridin-2-yl)propylcarbamoyl)piperidin-1-yl)acetic acid tert-butyl ester C(C)(C)(C)OC(CN1CCC(CC1)C(NCCCC1=NC(=CC=C1)NC)=O)=O